5-hydroxymethyl-5-methyl-bicyclo[2.2.1]hept-2-ene OCC1(C2C=CC(C1)C2)C